C(C=C)(=O)N1CC(C1)OC=1C=C2C(=NC=NC2=CC1OC)NC=1C=C(C=CC1OC)C1=CC2=C(N=C(S2)NC(=O)C2CC2)C=C1 N-(6-(3-((6-((1-acryloylazetidin-3-yl)oxy)-7-methoxyquinazolin-4-yl)amino)-4-methoxyphenyl)benzo[d]Thiazol-2-yl)cyclopropanecarboxamide